N-(4-((4-(2-(3-chloro-4-(2-chloroethoxy)-5-cyanophenyl)propan-2-yl)phenoxy)methyl)-6-(1-(4-oxobutyl)piperidin-4-yl)pyrimidin-2-yl)methanesulfonamide ClC=1C=C(C=C(C1OCCCl)C#N)C(C)(C)C1=CC=C(OCC2=NC(=NC(=C2)C2CCN(CC2)CCCC=O)NS(=O)(=O)C)C=C1